N2-(2-methoxy-4-(methylsulfonyl)phenyl)-N4-(tetrahydro-2H-pyran-4-yl)-7H-pyrrolo[2,3-d]pyrimidine-2,4-diamine COC1=C(C=CC(=C1)S(=O)(=O)C)NC=1N=C(C2=C(N1)NC=C2)NC2CCOCC2